6-[[(2S,3R,4S,5S)-3-(3,4-Difluoro-2-methoxy-phenyl)-4,5-dimethyl-5-(trifluoromethyl)tetrahydrofuran-2-carbonyl]amino]pyrazin-2-carboxamid FC=1C(=C(C=CC1F)[C@@H]1[C@H](O[C@@]([C@H]1C)(C(F)(F)F)C)C(=O)NC1=CN=CC(=N1)C(=O)N)OC